C(#N)C=1C2=C(NN1)CN(C2)C(=O)OC(C)(C)C tert-Butyl 3-cyano-4,6-dihydro-1H-pyrrolo[3,4-c]pyrazole-5-carboxylate